1-Boc-(3R,4S)-3-fluoropiperidine-4-carboxylic acid C(=O)(OC(C)(C)C)N1C[C@@H]([C@@H](CC1)C(=O)O)F